methyl 2-(1-(7-((2-(trimethylsilyl)ethoxy)methyl)-7H-pyrrolo(2,3-d)pyrimidin-2-yl)piperidin-4-yl)acetate C[Si](CCOCN1C=CC2=C1N=C(N=C2)N2CCC(CC2)CC(=O)OC)(C)C